CC(C(C)=CCC[C@@H](C)[C@H]1CCC2=C3CCC4CCCC[C@]4(C)[C@H]3CC[C@]12C)O methylcholest-8(14),24-dienol